N-[2-(5-chloro-1-methyl-pyrazol-4-yl)-2-(6-methyl-2-pyridyl)propyl]-5-(2,4-difluorophenyl)-1,3,4-thiadiazole-2-carboxamide ClC1=C(C=NN1C)C(CNC(=O)C=1SC(=NN1)C1=C(C=C(C=C1)F)F)(C)C1=NC(=CC=C1)C